C(\C=C\C(=O)O)(=O)O.FC=1C=C2C(=CNC2=CC1F)CCN1CC(CC1)(O)C 1-[2-(5,6-difluoro-1H-indol-3-yl)ethyl]-3-methyl-pyrrolidin-3-ol fumarate salt